[Cl-].[Cl-].CC1=C(C(=C(C1(C)[Hf+2]C1(C(=CC2=CC=3CCCC3C=C12)[Si](C)(C)C)C)C)C)C (pentamethyl-cyclopentadienyl)((trimethylsilyl)-methyl-1,5,6,7-tetrahydro-s-indacenyl)hafnium dichloride